ClC=1C2=CN(N=C2C(=C(C1)C1=CC=C(C=C1)N1CCOCC1)CC)C(C(=O)NC=1SC=CN1)C1=C2N(C=N1)C[C@@H](C2)F 2-(4-chloro-7-ethyl-6-(4-morpholinophenyl)-2H-indazol-2-yl)-2-((R)-6-fluoro-6,7-dihydro-5H-pyrrolo[1,2-c]imidazol-1-yl)-N-(thiazol-2-yl)acetamide